5-(4-((4-(3-Amino-4-nitrophenyl)piperazin-1-yl)methyl)piperidin-1-yl)-2-(2,6-dioxopiperidin-3-yl)isoindoline-1,3-dione NC=1C=C(C=CC1[N+](=O)[O-])N1CCN(CC1)CC1CCN(CC1)C=1C=C2C(N(C(C2=CC1)=O)C1C(NC(CC1)=O)=O)=O